CC1=C(C=C(C=C1)C(NC1=CC(=CC=C1)C(F)(F)F)=O)[C@H]1CN(CC1)C=1C=NC=C(C(=O)N)C1 (S)-5-(3-(2-methyl-5-((3-(trifluoromethyl)phenyl)carbamoyl)phenyl)pyrrolidin-1-yl)nicotinamide